CC1=NC(=CC(=C1)C1=C(C=2C(=CC=3CCNCC3C2)N1)C(C)C)C 2-(2,6-Dimethylpyridin-4-yl)-3-isopropyl-5,6,7,8-tetrahydro-1H-pyrrolo[2,3-g]isoquinoline